ClC=1C=C(C2=C([C@@H](CO2)O)C1)S(=O)(=O)NC1=C(C(=C(C=C1)F)C=1C(=C2C=NC(=NC2=CC1)NC1CCN(CC1)C(C)C)F)F (3S)-5-chloro-N-(2,4-difluoro-3-{5-fluoro-2-[(1-isopropylpiperidin-4-yl)amino]quinazolin-6-yl}phenyl)-3-hydroxy-2,3-dihydro-1-benzofuran-7-sulfonamide